4-{[(3-methyl-1,2,4-thiadiazol-5-yl)oxy[methyl]piperidin-1-yl]ethyl}-6-fluorobenzamide CC1=NSC(=N1)OC1(N(CCCC1)CCC1=CC=C(C(=O)N)C(=C1)F)C